3-(((7-(1H-pyrazol-4-yl)-2,3-dihydrofuro[3,2-c]pyridin-4-yl)amino)methyl)-N-(thiazol-4-ylmethyl)benzamide N1N=CC(=C1)C=1C2=C(C(=NC1)NCC=1C=C(C(=O)NCC=3N=CSC3)C=CC1)CCO2